CC(=O)N[C@@H]1[C@H](C[C@@](O[C@H]1[C@@H]([C@@H](CO)O)O)(C(=O)O)O[C@H]2[C@H]([C@H](O[C@H]([C@@H]2O)O[C@@H]3[C@H](O[C@H]([C@@H]([C@H]3O)NC(=O)C)O[C@H]4[C@H]([C@H](O[C@H]([C@@H]4O)O[C@@H]5[C@H](O[C@H]([C@@H]([C@H]5O)NC(=O)C)O)CO)CO)O)CO)CO)O)O The molecule is alpha-Neup5Ac-(2->3)-beta-D-Galp-(1->4)-beta-D-GlcpNAc-(1->3)-beta-D-Galp-(1->4)-D-GlcpNAc in which the anomeric configuration of the reducing-end N-acetyl-D-glucosamine residue is beta. It has a role as an epitope.